(Sa)-6-(1-([1,1'-Biphenyl]-4-ylmethyl)-4-chloro-1H-indazol-7-carboxamido)spiro[3.3]heptan C1(=CC=C(C=C1)CN1N=CC2=C(C=CC(=C12)C(=O)NC1CC2(CCC2)C1)Cl)C1=CC=CC=C1